7,9-dihydro-3H-purine-2,6,8-trione N1C(NC=2NC(NC2C1=O)=O)=O